CS(=O)(=O)OCCOCCOCC#C 2-(2-(prop-2-yn-1-yloxy)ethoxy)ethyl methanesulfonate